(2R,3S,4S)-4-hydroxy-2-[(4-methoxyphenyl)methyl]pyrrolidin-3-yl 2-phenylacetate C1(=CC=CC=C1)CC(=O)O[C@H]1[C@H](NC[C@@H]1O)CC1=CC=C(C=C1)OC